ClC=1C=C(C(=NC1)OC)S(=O)(=O)NC1=C(C(=C(C=C1)F)C=1N=CC2=C(N1)CC=N2)F 5-chloro-N-[2,4-difluoro-3-(7H-pyrrolo[3,2-d]pyrimidin-2-yl)phenyl]-2-methoxypyridine-3-sulfonamide